3-(3-(4-((1H-1,2,4-triazol-1-yl)methyl)benzyl)isoxazol-5-yl)pyridin-2-amine N1(N=CN=C1)CC1=CC=C(CC2=NOC(=C2)C=2C(=NC=CC2)N)C=C1